S(=O)(=O)(ON1[C@@H]2CC[C@H](N(C1=O)C2)C(N[C@H]2CNCC2)=N)O (2S,5R)-7-oxo-2-(N-((R)-pyrrolidin-3-yl) carbamimidoyl)-1,6-diazabicyclo[3.2.1]octan-6-yl hydrogen sulfate